2-nonadecadienyl-4,5-dihydro-1,3-oxazine C(=CC=CCCCCCCCCCCCCCCC)C=1OCCCN1